(7R,14R)-1-(difluoromethoxy)-6-(methyl-d3)-11-((1-methylazetidin-3-yl)ethynyl)-6,7-dihydro-7,14-methanobenzo[f]benzo[4,5]imidazo[1,2-a][1,4]diazocin-5(14H)-one FC(OC1=CC=CC=2C(N([C@H]3C=4N([C@@H](C21)C3)C3=C(N4)C=CC(=C3)C#CC3CN(C3)C)C([2H])([2H])[2H])=O)F